C(=O)[O-].CC1(C=[N+](C2=CC=CC=C12)CCCC=S(=O)=O)C 3,3-dimethyl-1-(4-sulfonylbutyl)-3H-indol-1-ium formate salt